C(C)OC1=NC=CC2=C1SC(=N2)NC(C=CNC2=NC=CC1=CC=C(C=C21)C2=NOC(=N2)C)=O N-{4-ethoxy-[1,3]thiazolo[5,4-c]pyridin-2-yl}-3-{[7-(5-methyl-1,2,4-oxadiazol-3-yl)isoquinolin-1-yl]amino}propenamide